NC=1C=C(C#N)C=C(C1)F 3-amino-5-fluoro-benzonitrile